2-[3-[(1S)-1-methyl-2-[[(S)-phenyl-[(3R)-1,2,3,4-tetrahydro-1,5-naphthyridin-3-yl]methyl]amino]ethyl]phenyl]acetic acid C[C@H](CN[C@@H]([C@H]1CNC2=CC=CN=C2C1)C1=CC=CC=C1)C=1C=C(C=CC1)CC(=O)O